ClC=1C(=NC=CC1)NC[C@@H]1N(CCC1)C1=C(C=C2C(C(=CN(C2=C1)C1=CC=C(C=C1)O)C(=O)O)=O)F 7-[(2R)-2-[[(3-chloropyridin-2-yl)amino]methyl]pyrrolidin-1-yl]-6-fluoro-1-(4-hydroxyphenyl)-4-oxoquinoline-3-carboxylic acid